C(C)(C)(C)NC(COC=1C=C(C=CC1)C=1N=C(C2=C(N1)C=CS2)NC2=CC=C(C(=O)N)C=C2)=O 4-((2-(3-(2-(tert-Butylamino)-2-oxoethoxy)phenyl)thieno[3,2-d]pyrimidin-4-yl)amino)benzamide